FC=1C=C(C=CC1COCCCCCCC)B(O)O (3-FLUORO-4-[(HEPTYLOXY)METHYL]PHENYL)BORANEDIOL